NCCN1CCN(CC1)C(=O)OC(C)(C)C tert-butyl 4-(aminoethyl)piperazine-1-carboxylate